C(C1=CC=CC=C1)NCCC(C1=C(C=CC=C1)OC)C1=CC=C(C=C1)OC(C)C N-benzyl-3-(4-isopropoxyphenyl)-3-(2-methoxyphenyl)propan-1-amine